1-methyl-2-(1-((tetrahydro-2H-pyran-2-yl)oxy)-2,3-dihydro-1H-inden-5-yl)-4-(trifluoromethyl)-1H-imidazole CN1C(=NC(=C1)C(F)(F)F)C=1C=C2CCC(C2=CC1)OC1OCCCC1